C1(=CCCC2=CC=CC=C12)B1OC(C(O1)(C)C)(C)C 2-(3,4-dihydronaphthalen-1-yl)-4,4,5,5-tetramethyl-1,3,2-dioxaborolane